thiobenzoic acid S-(1-(tetrahydro-2H-pyran-2-yl)-1H-pyrazol-4-yl) ester O1C(CCCC1)N1N=CC(=C1)SC(C1=CC=CC=C1)=O